OC1(CCC(CC1)C1N=C2C=C(C(=CC2=C1)C(C1=NC(=CC=C1)C(F)(F)F)=O)OC)CN(C(OCC1=CC=CC=C1)=O)C benzyl (((1S,4S)-1-hydroxy-4-(6-methoxy-5-(6-(trifluoromethyl)picolinoyl)-2H-indol-2-yl)cyclohexyl)methyl)(methyl)carbamate